(2S)-2-[2,5-dimethyl-4-(1-tetrahydropyran-2-yl-3-vinyl-pyrazolo[3,4-c]pyridin-5-yl)pyrazol-3-yl]oxy-N-methyl-propan-1-amine CN1N=C(C(=C1O[C@H](CNC)C)C=1C=C2C(=CN1)N(N=C2C=C)C2OCCCC2)C